2-aminotyrosine NC1=C(C[C@H](N)C(=O)O)C=CC(=C1)O